C(C=C)(=O)NC=1C(=CC(=C(C1)NC1=CC(=NC=N1)N1OCC[C@@H]1C=1C=C(C(=O)OC(C)C)C=CC1)OC)N1CCC(CC1)N1CCN(CC1)C1CC1 isopropyl (R)-3-(2-(6-((5-acrylamido-4-(4-(4-cyclopropylpiperazin-1-yl)piperidin-1-yl)-2-methoxyphenyl)amino)pyrimidin-4-yl)isoxazolidin-3-yl)benzoate